butyl((5-((5,5-dibromopentyl)oxy)pentyl)oxy)diphenylsilane C(CCC)[Si](C1=CC=CC=C1)(C1=CC=CC=C1)OCCCCCOCCCCC(Br)Br